C(C)(C)N1N=CN=C1C(=O)[O-].[Li+] lithium 2-isopropyl-1,2,4-triazole-3-carboxylate